FC=1C=C(C=C(C1)F)C1=CC(=CC=C1)C[C@@H]1N(CC[C@@H]1NS(=O)(=O)CC)C(=O)N(N(C)C)C N-[(2S,3S)-2-[(3',5'-difluoro[1,1'-biphenyl]-3-yl)methyl]-1-(trimethylhydrazinecarbonyl)pyrrolidin-3-yl]ethanesulfonamide